N[C@@H](C(=O)O)CC1=CC=CC2=CC=CC=C12 (R)-2-amino-3-(1-naphthyl)propionic acid